C(CCCCCCCCCCCCCCCCC)NCCCN N-stearyl-1,3-propylenediamine